ClC1=NC=C(C(=N1)C(=O)O)N1CCC(CC1)C(=O)N1OCC[C@H]1C=1C=NC=C(C1)C#N 2-Chloro-5-[4-[(3S)-3-(5-cyano-3-pyridyl)isoxazolidine-2-carbonyl]-1-piperidyl]pyrimidine-4-carboxylic acid